C(C)(C)C(C(=O)OC)CC(C(C)C)N(C(=O)OC)CCCCCC methyl 2-isopropyl-4-(hexyl(methoxycarbonyl)amino)-5-methylhexanoate